C(C)(C)(C)OC(=O)N1CC=2C=CC(=NC2C(C1)O[Si](C)(C)C(C)(C)C)Cl 8-((tert-butyldimethylsilyl)oxy)-2-chloro-7,8-dihydro-1,6-naphthyridine-6(5H)-carboxylic acid tert-butyl ester